cis-3-hexenyl benzoate ((Z)-hex-3-en-1-yl benzoate) C(C\C=C/CC)C1=C(C(=O)O)C=CC=C1.C(C1=CC=CC=C1)(=O)OCC\C=C/CC